9-(2-chloro-4-methoxyphenyl)-3,4-dihydropyrido[2,1-c][1,2,4]thiadiazine 2,2-dioxide ClC1=C(C=CC(=C1)OC)C1=CC=CN2C1=NS(CC2)(=O)=O